CC1=CC=C(C=N1)C1=NC(=NO1)C1CCNCC1 4-(5-(6-methylpyridin-3-yl)-1,2,4-oxadiazol-3-yl)piperidin